(R)-((5-fluoro-2-(2-methoxy-7-methylquinoxalin-5-yl)-7,8-dihydrobenzofuro[5,4-d]thiazol-7-yl)methyl)carbamic acid methyl ester COC(NC[C@@H]1OC2=C(C1)C1=C(N=C(S1)C1=C3N=CC(=NC3=CC(=C1)C)OC)C=C2F)=O